Triethoxy(3-(ethylthio)propyl)silane C(C)O[Si](CCCSCC)(OCC)OCC